(1-(tetrahydro-2H-pyran-4-yl) piperidin-3-yl) methanesulfonate CS(=O)(=O)OC1CN(CCC1)C1CCOCC1